4-(3-hydroxy-2-(pyridin-2-yl)-4,5,6,7-tetrahydro-2H-indazol-5-yl)-N-phenylpiperazine-1-carboxamide OC=1N(N=C2CCC(CC12)N1CCN(CC1)C(=O)NC1=CC=CC=C1)C1=NC=CC=C1